FC=1C=C(C=CC1)C=1N=NN(C1)[C@@H]1[C@H]([C@@H](O[C@@H]([C@@H]1O)CO)N(C(=O)C=1NC2=CC=CC=C2C1)C)O N-((2R,3R,4S,5R,6R)-4-(4-(3-fluorophenyl)-1H-1,2,3-triazol-1-yl)-3,5-dihydroxy-6-(hydroxymethyl)tetrahydro-2H-pyran-2-yl)-N-methyl-1H-indole-2-carboxamide